CC1=NON=C1C1=NC2=C(N1CC1=NC=CC=C1)C=CC=C2 3-methyl-4-[1-(pyridin-2-ylmethyl)benzimidazol-2-yl]-1,2,5-oxadiazole